COC([C@H](C(C)C)N1C(C2=CC=C(C=C2C1)Br)=O)=O (2S)-2-(5-bromo-1-oxo-1,3-dihydro-2H-isoindol-2-yl)-3-methylbutanoic acid methyl ester